thiaol-2-amine S1C(=CC=C1)N